OB1OCC2=C1C=C(C=C2)C(=O)N[C@@H](CC(N)=O)C(=O)OCC2=CC=CC=C2 Benzyl (1-hydroxy-1,3-dihydrobenzo[c][1,2]oxaborole-6-carbonyl)-L-asparaginate